2-(5-{[(4-methanesulfonyl-phenyl)amino]meth-yl}thiophen-2-yl)-N-(1-methylpiperidin-4-yl)-1-(2,2,2-trifluoroethyl)-1H-indol-4-amine CS(=O)(=O)C1=CC=C(C=C1)NCC1=CC=C(S1)C=1N(C=2C=CC=C(C2C1)NC1CCN(CC1)C)CC(F)(F)F